1-(2,6-diethylphenyl)-7-(2-fluorophenyl)-4-((2S)-2-methyl-4-(2-propenoyl)-1-piperazinyl)pyrido[2,3-d]pyrimidin-2(1H)-one C(C)C1=C(C(=CC=C1)CC)N1C(N=C(C2=C1N=C(C=C2)C2=C(C=CC=C2)F)N2[C@H](CN(CC2)C(C=C)=O)C)=O